O([C@H]1[C@H](O)[C@@H](O)[C@@H](O)[C@H](O1)CO)SC1=CC=C(C=C1)C p-Methylphenylthio β-D-galactopyranoside